FC1=C(C(=N)N)C=C(C=C1)SC=1C(=C2C=CNC2=C(C1F)F)F 2-fluoro-5-[(4,6,7-trifluoro-1H-indol-5-yl)sulfanyl]benzamidine